5-[3-(1-isopropyl-3,5-dimethyl-pyrazol-4-yl)pyrazolo[1,5-a]pyridin-5-yl]furan-2-carboxylic acid C(C)(C)N1N=C(C(=C1C)C=1C=NN2C1C=C(C=C2)C2=CC=C(O2)C(=O)O)C